1-(1-benzofuran-5-yl)-N-methylpropan-2-amine O1C=CC2=C1C=CC(=C2)CC(C)NC